BrC1=CC(=C2C=NN(C2=C1)C=1SC(=NN1)C(F)F)N1CCN(CC1)C(=O)N(CC(C)C)C 4-{6-bromo-1-[5-(difluoromethyl)-1,3,4-thiadiazol-2-yl]indazol-4-yl}-N-methyl-N-(2-methylpropyl)piperazine-1-carboxamide